4-(3-(4-chloro-2,6-dimethylphenoxy)-5-methylphenyl)-N-((1s,4s)-4-hydroxycyclohexyl)-6-methyl-7-oxo-6,7-dihydro-1H-pyrrolo[2,3-c]pyridine-2-carboxamide ClC1=CC(=C(OC=2C=C(C=C(C2)C)C=2C3=C(C(N(C2)C)=O)NC(=C3)C(=O)NC3CCC(CC3)O)C(=C1)C)C